ClC=1C=C(OCCN(CC)CC)C=CC1Cl [2-(3,4-dichlorophenoxy)-ethyl]diethylamine